NC1=C(C=C(C=N1)NC(C(=O)N1[C@H](CC[C@@H](C1)C)C=1C=CC2=C(N=C(S2)C2CCN(CC2)C2CC2)C1)=O)CC N-(6-amino-5-ethylpyridin-3-yl)-2-((2R,5S)-2-(2-(1-cyclopropylpiperidin-4-yl)benzo[d]thiazol-5-yl)-5-methylpiperidin-1-yl)-2-oxoacetamide